ClC[C@@H](COC1=C(C=C(C=C1Cl)S(=O)(=O)C1=CC=C(C=C1)OC[C@H](COC)O)Cl)O (R)-1-chloro-3-(2,6-dichloro-4-((4-((S)-2-hydroxy-3-methoxypropoxy)phenyl)sulfonyl)phenoxy)propan-2-ol